NC1(CCC1)C1=C(C=C(C(=C1)F)O)O 4-(1-aminocyclobutyl)-6-fluorobenzene-1,3-diol